N1C=NC2=C1C=CC(=C2)OC=2C=C(C=CC2)C=2NC(=NN2)C(=O)C2=CN=C(S2)C (5-(3-((1H-Benzo[d]imidazol-5-yl)oxy)phenyl)-4H-1,2,4-triazol-3-yl)(2-methylthiazol-5-yl)methanone